FC1(C=NC=C1)F 3,3-difluoroAzole